4-cyclopropyl-2-oxobutanoic acid C1(CC1)CCC(C(=O)O)=O